C(#N)C1(CC1)C1=CC=C(C=C1)C=1N(C(=C(N1)NCC=1C(=CC2=C(OC(O2)(F)F)C1)C(=O)OCC)S(=O)(=O)CC)C ethyl 6-[[[2-[4-(1-cyanocyclopropyl)phenyl]-5-ethylsulfonyl-1-methyl-imidazol-4-yl]amino]methyl]-2,2-difluoro-1,3-benzodioxole-5-carboxylate